OC1C(CC12CCN(CC2)C(CCC=2C=NN(C2)C)=O)C2N1C(C=3C=CC=CC23)=CN=C1 1-[3-Hydroxy-2-(5H-imidazo[1,5-b]isoindol-5-yl)-7-azaspiro[3.5]nonan-7-yl]-3-(1-methylpyrazol-4-yl)propan-1-on